The molecule is an amino oligosaccharide that is a dodecasaccharide derivative in which two tetrasaccharide branches, each formed from alpha-L-fucosyl-(1->4)-[beta-D-galactosyl-(1->3)]-N-acetyl-beta-D-glucosaminyl-(1->2)-alpha-D-mannose, are linked (1->3) and (1->6) to the mannose residue of a branched tetrasaccharide chain consisting of mannose linked beta(1->4) to an N-acetyl-beta-D-glucosamine residue to which is also linked (1->6) an alpha-L-fucosyl residue, the whole being linked beta(1->4) to an N-acetyl-beta-D-glucosamine residue at the reducing end. It has a role as an epitope. It is an amino oligosaccharide and a glucosamine oligosaccharide. C[C@H]1[C@H]([C@H]([C@@H]([C@@H](O1)OC[C@@H]2[C@H]([C@@H]([C@H]([C@@H](O2)O)NC(=O)C)O)O[C@H]3[C@@H]([C@H]([C@@H]([C@H](O3)CO)O[C@H]4[C@H]([C@H]([C@@H]([C@H](O4)CO[C@@H]5[C@H]([C@H]([C@@H]([C@H](O5)CO)O)O)O[C@H]6[C@@H]([C@H]([C@@H]([C@H](O6)CO)O[C@H]7[C@H]([C@@H]([C@@H]([C@@H](O7)C)O)O)O)O[C@H]8[C@@H]([C@H]([C@H]([C@H](O8)CO)O)O)O)NC(=O)C)O)O[C@@H]9[C@H]([C@H]([C@@H]([C@H](O9)CO)O)O)O[C@H]1[C@@H]([C@H]([C@@H]([C@H](O1)CO)O[C@H]1[C@H]([C@@H]([C@@H]([C@@H](O1)C)O)O)O)O[C@H]1[C@@H]([C@H]([C@H]([C@H](O1)CO)O)O)O)NC(=O)C)O)O)NC(=O)C)O)O)O